2-(3-bromopropyl)furan BrCCCC=1OC=CC1